2-[4-(5-Amino-1-tert-butyl-4-cyanopyrazol-3-yl)phenyl]-N-[3-[4-(trifluoromethyl)bicyclo[2.2.1]heptan-1-yl]-1,2-oxazol-5-yl]acetamide NC1=C(C(=NN1C(C)(C)C)C1=CC=C(C=C1)CC(=O)NC1=CC(=NO1)C12CCC(CC1)(C2)C(F)(F)F)C#N